N1,N1'-([1,1'-biphenyl]-3,5-diylbis(methylene))bis(N4-(3-(hexylamino)propyl)butane-1,4-diamine), hydrochloride salt Cl.C1(=CC(=CC(=C1)CNCCCCNCCCNCCCCCC)CNCCCCNCCCNCCCCCC)C1=CC=CC=C1